1-(((1R,3r,5S)-8-((4-(difluoromethoxy)phenyl)sulfonyl)-8-azabicyclo[3.2.1]oct-3-yl)amino)-2-methylpropan-2-ol FC(OC1=CC=C(C=C1)S(=O)(=O)N1[C@H]2CC(C[C@@H]1CC2)NCC(C)(O)C)F